2-methoxy-2-oxo-N-(4-(2-oxopiperidin-1-yl)-phenyl)acetamide COC(C(=O)NC1=CC=C(C=C1)N1C(CCCC1)=O)=O